3-(5-(((1S,2S)-2-((3aR,4R,7S,7aS)-octahydro-2H-4,7-epoxyisoindol-2-yl)cyclopentyl)oxy)-1-oxoisoindolin-2-yl)piperidine-2,6-dione C1N(C[C@@H]2[C@H]3CC[C@@H]([C@H]12)O3)[C@@H]3[C@H](CCC3)OC=3C=C1CN(C(C1=CC3)=O)C3C(NC(CC3)=O)=O